Benzyl (1S,2R)-1-({[(1S)-2-amino-1-(4-hydroxybenzyl)-2-oxoethyl]amino} carbonyl)-2-hydroxypropylcarbamate NC([C@H](CC1=CC=C(C=C1)O)NC(=O)[C@H]([C@@H](C)O)NC(OCC1=CC=CC=C1)=O)=O